butyl {(2R)-5-[2-(6-bromopyridine-2-carbonyl)hydrazinyl]-1-fluoro-5-oxopentan-2-yl}carbamate BrC1=CC=CC(=N1)C(=O)NNC(CC[C@H](CF)NC(OCCCC)=O)=O